C(C)(=O)N1CCC(CC1)C(=O)N1[C@@H](C[C@H](C1)F)C(=O)N[C@H](C1=CC=C(C=C1)C(C)C)C1=CC=CC=C1 (2S,4R)-1-(1-acetylpiperidine-4-carbonyl)-4-fluoro-N-[(S)-phenyl[4-(propan-2-yl)phenyl]methyl]pyrrolidine-2-carboxamide